OP(O)(=O)OP(=O)(O)O.N1C(=O)NC(=O)C=C1 uracil diphosphate